C(C)(C)(C)N.NC1=CC(=C(C=C1)C(CCCC)O)C1=NN=NN1 1-(4-Amino-2-(1H-tetrazol-5-yl)phenyl)pentan-1-ol tert-butylamine salt